BrC1=CC=C2CN(C(C2=C1C)=O)[C@@H](C(=O)O)C1=C(C=CC(=C1)F)OC |r| (2RS)-2-(6-bromo-7-methyl-1-oxo-isoindolin-2-yl)-2-(5-fluoro-2-methoxy-phenyl)acetic acid